C1(=CC=CC=C1)[C@H]1CCC2=NC3=C(N21)C=C(C=C3)C3CNC(CC3)N3CCNCC3 |o1:6| (1R or S)-1-phenyl-7-[6-(piperazin-1-yl)piperidin-3-yl]-2,3-dihydro-1H-pyrrolo[1,2-a]benzimidazole